C[C@H]1CN(CC[C@H]1C1=CC(=CC=C1)OC(F)(F)F)C(=O)C1CC2(C1)NC(OC2)=O |r| (racemic)-(2s,4S)-2-((3R,4R)-3-Methyl-4-(3-(trifluoromethoxy)phenyl)piperidine-1-carbonyl)-7-oxa-5-azaspiro[3.4]octan-6-one